(R)-5-(4-cyclopropyl-1H-imidazol-1-yl)-2-fluoro-N-(6-(1-(1-hydroxypropan-2-yl)-1H-tetrazol-5-yl)pyridin-2-yl)-4-methylbenzamide C1(CC1)C=1N=CN(C1)C=1C(=CC(=C(C(=O)NC2=NC(=CC=C2)C2=NN=NN2[C@@H](CO)C)C1)F)C